ClC1=CC2=C(OCCCO2)C=C1NC(=O)N[C@@H](C)C=1N(N=CN1)C1=NC=CC=N1 1-(7-chloro-3,4-dihydro-2H-1,5-benzodioxepin-8-yl)-3-[(1S)-1-(2-pyrimidin-2-yl-1,2,4-triazol-3-yl)ethyl]urea